COC(=O)C1CC2=C(CN1C(=O)OC(C)(C)C)N=CN2C 1-methyl-6,7-dihydro-1H-imidazo[4,5-c]pyridine-5,6(4H)-dicarboxylic acid 5-tert-butyl 6-methyl ester